1,5-Diethyl-3-ethyldimethylsiloxy-1,1,3,5,5-pentamethyltrisiloxane C(C)[Si](O[Si](O[Si](C)(C)CC)(C)O[Si](C)(C)CC)(C)C